methyl trans-4-[(4-cyano-5-methyl-imidazol-1-yl)methyl]cyclohexanecarboxylate C(#N)C=1N=CN(C1C)C[C@@H]1CC[C@H](CC1)C(=O)OC